C1=CC(=CC=2SC3=C(C21)C=CC=C3)NC=3C=CC2=C(OC1=C2C=CC=C1)C3 N-(dibenzo[b,d]thiophen-3-yl)dibenzo[b,d]furan-3-amine